3-aminobicyclo[1.1.1]pentane NC12CC(C1)C2